N1=C(C=CC=C1)C1=NC=C2N1C=CC=C2 3-(2-pyridyl)imidazo[1,5-a]pyridine